2-(3,5-dibromo-4-chlorophenyl)-1,2,3,4-tetrahydronaphthalene BrC=1C=C(C=C(C1Cl)Br)C1CC2=CC=CC=C2CC1